5-iodo-2-methyl-1H-imidazole IC1=CN=C(N1)C